C(C)(C)(C)OC(=O)N1[C@H]2C(CC(C1)CC2)O.CC2=NNC1=NC=C(C=C12)CN1CCC2=CC=C(C=C12)C(=O)NC=1C=NC=C(C1)C(F)(F)F |r| 1-((3-methyl-1H-pyrazolo[3,4-b]pyridin-5-yl)methyl)-N-(5-(trifluoromethyl)pyridin-3-yl)indoline-6-carboxamide (R/S)-tert-butyl-6-hydroxy-2-azabicyclo[2.2.2]octane-2-carboxylate